7-bromo-3,4-dihydro-2H-pyrano[3,2-b]pyridin-4-ol BrC=1C=C2C(=NC1)C(CCO2)O